C(C)S(=O)(=O)NC1=CC=C(C=C1)C1=NNC(=C1C(=O)N)NC1=NC=C(N=C1)C(F)(F)F 3-(4-ethane-sulfonamidophenyl)-5-{[5-(trifluoromethyl)pyrazin-2-yl]amino}-1H-pyrazole-4-carboxamide